α-2-methylbutylstyrene CC(CC(=C)C1=CC=CC=C1)CC